NC=1N=NC(=CC1N1CC2CCC(C1)N2C2=CC(=NC=C2)OCCOCCOCCO)Cl 2-[2-[2-([4-[3-(3-amino-6-chloropyridazin-4-yl)-3,8-diazabicyclo[3.2.1]octan-8-yl]pyridin-2-yl]oxy)ethoxy]ethoxy]ethan-1-ol